3-Hydroxy-1-adamantancarboxylic acid OC12CC3(CC(CC(C1)C3)C2)C(=O)O